N1-(3-(1-(4-chloro-2-fluorophenyl)piperidin-4-yl)-1-methyl-1H-1,2,4-triazol-5-yl)-N4,N4-dimethylbenzene-1,4-disulfonamide ClC1=CC(=C(C=C1)N1CCC(CC1)C1=NN(C(=N1)NS(=O)(=O)C1=CC=C(C=C1)S(=O)(=O)N(C)C)C)F